N=C1OC=CN1CC1=CC=CC=2NC(=NC21)NC(CO)(C)C2=CC(=CC=C2)C(F)(F)F 2-({4-[(2-imino-2,3-dihydro-1,3-oxazol-3-yl)methyl]-1H-1,3-benzodiazol-2-yl}amino)-2-[3-(trifluoromethyl)phenyl]propan-1-ol